C(C)(C)(C)OC(=O)N1N=C(C2=C(C=CC=C12)C1=CC2=CC=CC(=C2C=C1)C(NC1=CC=CC=C1)=O)N 3-amino-4-(5-(phenylcarbamoyl)naphthalen-2-yl)-1H-indazol-1-carboxylic acid tert-butyl ester